3-(azetidin-1-yl)-3-oxopropanenitrile N1(CCC1)C(CC#N)=O